N1C=C(C2=CC=CC=C12)C(C(=O)N(C)C)=O 2-(3-indolyl)-N,N-dimethylglyoxylamide